3,5-bis(methoxycarbonyl)phenylphosphonic acid dipotassium [K].[K].COC(=O)C=1C=C(C=C(C1)C(=O)OC)P(O)(O)=O